N1C(=CC=C1)C(=O)N1CCN(CC1)C1=C(C=CC=C1)N(S(=O)(=O)C=1C=CC2=C(C(=C(O2)C(=O)OCC)C)C1)CCC1=CC=CC=C1 ethyl 5-(N-(2-(4-(1H-pyrrole-2-carbonyl) piperazin-1-yl) phenyl)-N-phenethylsulfamoyl)-3-methylbenzofuran-2-carboxylate